CC=1C(=NC(=NC1)C(=O)O)C=1SC=C(C1)C(F)(F)F 5-methyl-4-(4-(trifluoromethyl)thiophen-2-yl)pyrimidine-2-carboxylic acid